N-(7-((1s,3S)-3-cyanocyclobutyl)-5-(6-((R)-3-methoxytetrahydrofuran-3-yl)-4-Methylpyridin-2-yl)-7H-pyrrolo[2,3-c]pyridazin-3-yl)acetamide C(#N)C1CC(C1)N1C=C(C2=C1N=NC(=C2)NC(C)=O)C2=NC(=CC(=C2)C)[C@]2(COCC2)OC